C(C)OC(=O)C=1N=C(SC1C#CCO)NC(C)=O acetylamino-5-(3-hydroxyprop-1-yn-1-yl)-1,3-thiazole-4-carboxylic acid ethyl ester